5-(difluoromethoxy)-2-(4-{[(1R,2R)-2-hydroxycyclohexyl]amino}-5,6,7,8-tetrahydrophthalazin-1-yl)phenol FC(OC=1C=CC(=C(C1)O)C1=NN=C(C=2CCCCC12)N[C@H]1[C@@H](CCCC1)O)F